O1C(C=CC2=NC=CC=C21)N pyrano[3,2-b]pyridin-2-amine